8-carbonyl-7,8-dihydropyrido[3,4-d]pyrimidine-6-carboxylic acid C(=O)=C1NC(=CC2=C1N=CN=C2)C(=O)O